NC=1C=C(C(=O)O)C=C(C1)C#CC1=C(C=C(C=C1)OCC=1C(=NOC1C1CC1)C1=C(C=CC=C1Cl)Cl)Cl 3-amino-5-((2-chloro-4-((5-cyclopropyl-3-(2,6-dichlorophenyl)isoxazol-4-yl)methoxy)Phenyl)ethynyl)benzoic acid